5,6-dimethyl-2-octenoic acid CC(CC=CC(=O)O)C(CC)C